(2S)-2-{[(1R,2S,3S,6R,7S)-4-[(2S)-2-(2,2-dichloro-2-fluoroacetamido)-3,3-dimethylbutanoyl]-4-azatricyclo[5.2.1.0^{2,6}]dec-8-en-3-yl]formamido}-3-[(3S)-2-oxopyrrolidin-3-yl]propanamide ClC(C(=O)N[C@H](C(=O)N1[C@@H]([C@H]2[C@H]3C=C[C@@H]([C@H]2C1)C3)C(=O)N[C@H](C(=O)N)C[C@H]3C(NCC3)=O)C(C)(C)C)(F)Cl